3-{[8-(heptadecan-9-yloxy)-8-oxooctyl][8-oxo-8-(undecan-3-yloxy)octyl]amino}propane-1-sulfonic acid CCCCCCCCC(CCCCCCCC)OC(CCCCCCCN(CCCS(=O)(=O)O)CCCCCCCC(OC(CC)CCCCCCCC)=O)=O